6-phenyl-3-N-[4-(trifluoromethyl)phenyl]-2H-pyrazolo[3,4-d]pyrimidine-3,4-diamine C1(=CC=CC=C1)C=1N=C(C=2C(N1)=NNC2NC2=CC=C(C=C2)C(F)(F)F)N